Methyl-3,3-dimethoxypropionate COC(CC(OC)OC)=O